(R)-(1-(4-(2-((methylamino)methyl)phenyl)thiophen-2-yl)ethyl)carbamic acid tert-butyl ester C(C)(C)(C)OC(N[C@H](C)C=1SC=C(C1)C1=C(C=CC=C1)CNC)=O